1-[1-methyl-6-(4-piperidyloxy)indazol-3-yl]hexahydropyrimidine-2,4-dione hydrochloride Cl.CN1N=C(C2=CC=C(C=C12)OC1CCNCC1)N1C(NC(CC1)=O)=O